n-decyltetramethylguanidine C(CCCCCCCCC)N=C(N(C)C)N(C)C